Cl.COC=1C(=C2CCC=C(C2=CC1)CN)C (6-methoxy-5-methyl-3,4-dihydronaphthalen-1-yl)methylamine, hydrochloride